C(C)OC(=O)[C@H]1[C@@H]2C3CC3[C@H]([C@@H]1NC1=NC(=NN3C1=CC=C3C3CC3)C3=NNC1=NC=C(C=C13)F)CC2 (1R,5S,6S,7S)-ethyl-7-((7-cyclopropyl-2-(5-fluoro-1H-pyrazolo[3,4-b]pyridin-3-yl)pyrrolo[2,1-f][1,2,4]triazin-4-yl)amino)tricyclo[3.2.2.02,4]nonane-6-carboxylate